C(C)(C)(C)C1=CC=C(C(=O)NC(C(=O)O)=CC=2C=NN(C2)C)C=C1 2-(4-(tert-butyl)benzamido)-3-(1-methyl-1H-pyrazol-4-yl)acrylic acid